C(=O)(OCC1C2=CC=CC=C2C2=CC=CC=C12)C(CCCN)N mono-Fmoc-1,4-butanediamine